methyl 3-((3-((tert-butoxycarbonyl) amino) benzyl) amino)-2-fluoro-6-methylbenzoate C(C)(C)(C)OC(=O)NC=1C=C(CNC=2C(=C(C(=O)OC)C(=CC2)C)F)C=CC1